2-benzothiophene-1-carboxylate C=1(SC=C2C1C=CC=C2)C(=O)[O-]